6-((6-aminopyridin-2-yl)methyl)-2-chloro-4-methyl-4,6-dihydro-5H-thiazolo[5',4':4,5]pyrrolo[2,3-d]pyridazin-5-one NC1=CC=CC(=N1)CN1N=CC2=C(C1=O)N(C1=C2SC(=N1)Cl)C